2-(2-((5-(2-amino-1H-benzo[d]imidazol-5-yl)-1-isopropyl-1H-indazol-3-yl)methoxy)phenyl)acetic acid NC1=NC2=C(N1)C=CC(=C2)C=2C=C1C(=NN(C1=CC2)C(C)C)COC2=C(C=CC=C2)CC(=O)O